di-methyl-aniline CN(C1=CC=CC=C1)C